Methyl 6-oxo-1-(1-(trifluoromethyl)cyclopropyl)-4-(((trifluoromethyl)sulfonyl)oxy)-1,6-dihydropyridine-3-carboxylate O=C1C=C(C(=CN1C1(CC1)C(F)(F)F)C(=O)OC)OS(=O)(=O)C(F)(F)F